C(C)(C)(C)OC(=O)N1CC=2N(CC1)N=CC2B2OC(C(O2)(C)C)(C)C.C(C)OC2=NC=C(C=N2)C=2C=C(N)C=CC2 3-(2-ethoxypyrimidin-5-yl)aniline tert-butyl-3-(4,4,5,5-tetramethyl-1,3,2-dioxaborolan-2-yl)-6,7-dihydropyrazolo[1,5-a]pyrazine-5(4H)-carboxylate